6-methylisoindolo[2,1-a]quinoxaline CC=1C=2N(C=3C=CC=CC3N1)C=C1C=CC=CC12